C1(CC1)NC1=NC=C2C(=N1)N=CN=C2NC=2C=C(C=CC2C)NC(C2=CC=NC=C2)=O N-(3-((7-(cyclopropylamino)pyrimido[4,5-d]pyrimidin-4-yl)amino)-4-methylphenyl)-isonicotinamide